BrC1=NC=C(C(=C1)OCCCOC1=NC(=CC=C1)Cl)F 2-bromo-4-(3-((6-chloropyridin-2-yl)oxy)propoxy)-5-fluoropyridine